N-(2-(2-aminoethoxy)ethyl)-4-((3-(3-chloro-1-(cyanomethyl)-1H-pyrazol-4-yl)imidazo[1,2-a]pyrazin-8-yl)amino)-2-ethylbenzamide NCCOCCNC(C1=C(C=C(C=C1)NC=1C=2N(C=CN1)C(=CN2)C=2C(=NN(C2)CC#N)Cl)CC)=O